7-((3,4-dimethylbenzyl)amino)-4-(4-methoxybenzyl)-6-(1-((trifluoromethyl)sulfonyl)-1,5,6,7,8,9-hexahydroimidazo[4',5':4,5]benzo[1,2-d]azepin-2-yl)thieno[3,2-b]pyridin-5(4H)-one CC=1C=C(CNC=2C3=C(N(C(C2C=2N(C=4C(=CC5=C(CCNCC5)C4)N2)S(=O)(=O)C(F)(F)F)=O)CC2=CC=C(C=C2)OC)C=CS3)C=CC1C